C1(CC1)S(=O)(=O)CC1=CC=C(C=N1)NC=1N=CC2=C(N1)CN(CC2)C2=C(C1=C(OCCN1C(=O)OC(C)(C)C)N=C2)C tert-butyl 7-[2-({6-[(cyclopropanesulfonyl) methyl] pyridin-3-yl} amino)-5H,6H,7H,8H-pyrido[3,4-d]pyrimidin-7-yl]-8-methyl-1H,2H,3H-pyrido[2,3-b][1,4]oxazine-1-carboxylate